CC1=CC=C(C=N1)NC(OCC1OC2=C(C1)C1=C(N=C(S1)C1=C3N=CC(=NC3=CC(=C1)CO)OC)C(=C2)Cl)=O (4-chloro-2-(7-(hydroxymethyl)-2-methoxyquinoxalin-5-yl)-7,8-dihydrobenzofuro[5,4-d]thiazol-7-yl)methyl (6-methylpyridin-3-yl)carbamate